4-(6-((3-Acetylbenzyl)oxy)pyridin-2-yl)piperidine-1-carboxylate C(C)(=O)C=1C=C(COC2=CC=CC(=N2)C2CCN(CC2)C(=O)[O-])C=CC1